6-bromo-4-isopropyl-1,3-dimethyl-1,3-dihydro-2H-benzo[d]imidazol-2-one BrC=1C=C(C2=C(N(C(N2C)=O)C)C1)C(C)C